(E)-4-methoxybenzyl 4-bromobut-2-enoate BrC/C=C/C(=O)OCC1=CC=C(C=C1)OC